6-(2-chloro-3-methoxy-6-methylphenyl)-2-(methylthio)-[1,2,4]triazolo[4',3':1,6]pyrido[2,3-d]pyrimidine ClC1=C(C(=CC=C1OC)C)C1=CC2=C(N=C(N=C2)SC)N2C1=NN=C2